C(C)OC(=O)C=1N=NN(C1)CC=1C(=NC(=CC1)N1CC2C(C2C1)(F)F)C 1-[(6-{6,6-difluoro-3-azabicyclo[3.1.0]hex-3-yl}-2-methylpyridin-3-yl)methyl]-1H-1,2,3-triazole-4-carboxylic acid ethyl ester